C1(=CC=CC=C1)[C@@H](C)OC(C(COC(=S)SC)(C)C#N)=O.CC(C)(C)[S@@](=O)N[C@@H](C)C1=NC(=NS1)C1=CC(=NC=C1)C (R)-2-methyl-N-[(1S)-1-[3-(2-methyl-4-pyridyl)-1,2,4-thiadiazol-5-yl]ethyl]propane-2-sulfinamide (R)-1-phenylethyl-2-cyano-2-methyl-3-(((methylthio)carbonothioyl)oxy)propanoate